C1(=NC=CC2=CC=CC=C12)C(=O)NCC1=NOC(C1)CC1=CC(=CC=C1)C(F)(F)F 3-((isoquinoline-1-carboxamido)methyl)-5-(3-(trifluoromethyl)benzyl)-4,5-dihydroisoxazole